C[Si](CCCSCCN)(OC)C dimethyl-methoxy-3-(2-aminoethylthio)propylsilane